CC1NC(CC(C1)CO)C (2,6-dimethylpiperidin-4-yl)methanol